O=C1NC(CCC1C1=CC=C(C=C1)N1CCN(CC1)CC1CCN(CC1)C1=C(C=C(C=C1)NC=1N=C(N=NC1C(=O)N)N1CCCCC1)F)=O 5-((4-(4-((4-(4-(2,6-dioxopiperidin-3-yl)phenyl)piperazin-1-yl)methyl)piperidin-1-yl)-3-fluorophenyl)amino)-3-(piperidin-1-yl)-1,2,4-triazine-6-carboxamide